5-(2-methoxyethoxy)-2'-(6-methyl-2,6-diazaspiro[3.3]heptan-2-yl)-6'-((pyridin-2-ylmethyl)thio)-[2,4'-bipyridine]-3',5'-dicarbonitrile COCCOC=1C=CC(=NC1)C1=C(C(=NC(=C1C#N)SCC1=NC=CC=C1)N1CC2(C1)CN(C2)C)C#N